2-fluoro-4-methyl-2,3,4,5-tetrahydrobenzo[f][1,4]thiazepine-8-carboxylate 1,1-dioxide FC1S(C2=C(CN(C1)C)C=CC(=C2)C(=O)[O-])(=O)=O